COC=1C(=CC=2CC[N+]3=C(C2C1)C(=C1C=CC(=C(C1=C3)OC)OC)CC3=C(C=CC=C3)C)OCC=C(C)C 2,9,10-trimethoxy-13-(2-methylbenzyl)-3-((3-methylbut-2-en-1-yl)oxy)-5,6-dihydroisoquinolino[3,2-a]isoquinolin-7-ium